acryloyl-2,2,6,6-tetramethylpiperidine C(C=C)(=O)N1C(CCCC1(C)C)(C)C